3-(2-chloro-5-fluorophenyl)-6-(cyclobutylamino)-1-oxo-2,3-dihydro-1H-pyrrolo[3,4-f]isoquinoline ClC1=C(C=C(C=C1)F)C1NC(C2=C3C=CN=C(C3=CC=C21)NC2CCC2)=O